COC1=C(CN2CCN(CC2)CCCCCOC=2C=C3C(N(C(C3=CC2)=O)C2C(NC(CC2)=O)=O)=O)C(=CC(=C1)C1=CN(C(C2=CN=CC=C12)=O)C)OC 5-((5-(4-(2,6-Dimethoxy-4-(2-Methyl-1-Oxo-1,2-Dihydro-2,7-Naphthyridin-4-Yl)Benzyl)Piperazin-1-Yl)Pentyl)Oxy)-2-(2,6-Dioxopiperidin-3-Yl)Isoindoline-1,3-Dione